ClC=1C(=NC(=NC1)N1CCC(CC1)C(=O)N(C)C)NC1=CC2=C(N(C(N2CCC(COC)(C)O)=O)C)C=C1 1-(5-chloro-4-((3-(3-hydroxy-4-methoxy-3-methylbutyl)-1-methyl-2-oxo-2,3-dihydro-1H-benzo[d]imidazol-5-yl)amino)pyrimidin-2-yl)-N,N-dimethylpiperidine-4-carboxamide